1-{[2-(trimethylsilyl)ethoxy]methyl}-1H-pyrrole-3-carbonitrile C[Si](CCOCN1C=C(C=C1)C#N)(C)C